6-fluoro-2-oxo-1,2,3,4-tetrahydroquinoline-7-carboxamide FC=1C=C2CCC(NC2=CC1C(=O)N)=O